3-{5-[2-oxo-4-(prop-2-enoyl)piperazin-1-yl]furan-2-yl}-N-(5-{[3-(2-{[2-(pyridin-3-yl)quinazolin-4-yl]amino}-2,3-dihydro-1H-inden-5-yl)prop-2-yn-1-yl]oxy}pentyl)propenamide O=C1N(CCN(C1)C(C=C)=O)C1=CC=C(O1)C=CC(=O)NCCCCCOCC#CC=1C=C2CC(CC2=CC1)NC1=NC(=NC2=CC=CC=C12)C=1C=NC=CC1